tert-butyl (R)-2-[{(dimethylamino)methylene}carbamoyl]pyrrolidine-1-carboxylate CN(C)C=NC(=O)[C@@H]1N(CCC1)C(=O)OC(C)(C)C